FC(C(C#CC=1C=C(C=C(C1)F)N(C1=NC=2N(C3=CC=C(C=C13)F)C=NN2)C)(C)C)F N-(3-(4,4-difluoro-3,3-dimethylbut-1-yn-1-yl)-5-fluorophenyl)-7-fluoro-N-methyl-[1,2,4]triazolo[4,3-a]quinazolin-5-amine